BrC=1C=CC2=C(CNS2(=O)=O)C1CO[Si](C)(C)C(C)(C)C 5-bromo-4-(((tert-butyldimethylsilyl)oxy)methyl)-2,3-dihydrobenzo[d]isothiazole 1,1-dioxide